C(C1=CC=CC=C1)OC1CC(C1)(C(=O)N[C@@H](CCC=O)C1=NC=C(C=C1)F)O (S)-3-(benzyloxy)-N-(1-(5-fluoropyridin-2-yl)-4-oxobutyl)-1-hydroxycyclobutane-1-carboxamide